BrC=1C=C2C(N(C1)C(C(=O)NC1=C(C=CC(=C1)NC1CCOCC1)C)CC)=NC(=N2)SCC2=CC=C(C=C2)F 2-(6-bromo-2-((4-fluorobenzyl)thio)-4H-imidazo[4,5-b]pyridin-4-yl)-N-(2-methyl-5-((tetrahydro-2H-pyran-4-yl)amino)phenyl)butanamide